C(=O)(O)CNC(C(CSC1=CC2=C(N=NN(C2=O)CC(N[C@@H](C)C2=CC=C(C=C2)OC(F)(F)F)=O)C=C1)NC(CC[C@H](N)C(=O)O)=O)=O N5-(1-((carboxymethyl)amino)-1-oxo-3-((4-oxo-3-(2-oxo-2-(((S)-1-(4-(trifluoromethoxy)phenyl)ethyl)amino)ethyl)-3,4-dihydrobenzo[d][1,2,3]triazin-6-yl)thio)propan-2-yl)glutamine